[Rb].[Ni] nickel-rubidium